2-(2-(2,6-dioxopiperidin-3-yl)-3-oxoisoindolin-5-yl)-N-(5-(4-fluorobenzyl)thiazol-2-yl)acetamide O=C1NC(CCC1N1CC2=CC=C(C=C2C1=O)CC(=O)NC=1SC(=CN1)CC1=CC=C(C=C1)F)=O